C(C)(C)(C)C1N2C(C3=CC(=C(C=C3C1)B1OC(C(O1)(C)C)(C)C)OC)=CC(C(=C2)C(=O)OCC)=O ethyl 6-tert-butyl-10-methoxy-2-oxo-9-(4,4,5,5-tetramethyl-1,3,2-dioxaborolan-2-yl)-6,7-dihydro-2H-pyrido[2,1-a]isoquinoline-3-carboxylate